AminoFerrocene [CH]1[CH][CH][CH][CH]1.[CH]1[CH][CH][C]([CH]1)N.[Fe]